2-(2-azabicyclo[2.1.1]hexan-4-ylmethyl)isoindoline-1,3-dione C12NCC(C1)(C2)CN2C(C1=CC=CC=C1C2=O)=O